1-(5-(4-AMINO-7-(2-HYDROXY-2-METHYLPROPYL)-7H-PYRROLO[2,3-D]PYRIMIDIN-5-YL)PYRIDIN-2-YL)-3-(3-(1-(TRIFLUOROMETHYL)CYCLOPROPYL)ISOXAZOL-5-YL)UREA NC=1C2=C(N=CN1)N(C=C2C=2C=CC(=NC2)NC(=O)NC2=CC(=NO2)C2(CC2)C(F)(F)F)CC(C)(C)O